C(=O)O.C(=O)O.C(C)C1=C2C=CC(=CC2=CC=C1F)O 5-ethyl-6-fluoronaphthalen-2-ol diformate